1-(3,4-dimethoxyphenyl)-N-[[2-(1-piperidyl)-4-pyridyl]methyl]methanamine COC=1C=C(C=CC1OC)CNCC1=CC(=NC=C1)N1CCCCC1